vinyl phosphonate phosphoramidite P(O)(O)N.P(OC=C)(O)=O